CC1=[N+](C=C(C=C1[N+](=O)[O-])C)[O-] 2,5-Dimethyl-3-nitro-1-oxido-pyridin-1-ium